3-(4,5-dibutyloxazol-2-yl)-2-(diethoxyphosphoryl)propanoate C(CCC)C=1N=C(OC1CCCC)CC(C(=O)[O-])P(=O)(OCC)OCC